CCCCCCCCCCCC(=O)O[C@H](COC(=O)CCCCCCCCC/C=C\C/C=C\CCCCC)COP(=O)(O)OC[C@H](CO)O 1-(11Z,14Z-eicosadienoyl)-2-dodecanoyl-glycero-3-phospho-(1'-sn-glycerol)